C(C1=CC=CC=C1)OCC1=NN(C(N1CC)=O)C=1C=C2C(=CC(=NC2=CC1F)O)C(C)C 3-((benzyloxy)methyl)-4-ethyl-1-(7-fluoro-2-hydroxy-4-isopropylquinolin-6-yl)-1H-1,2,4-triazol-5(4H)-one